C(C=C)(=O)OCC(CC(C)C)C 2,4-dimethyl-1-pentyl acrylate